C1(=CC=CC=C1)[B-](C1=CC=CC=C1)(C1=CC=CC=C1)C1=CC=CC=C1.C(C)(C)[NH+](CC)C(C)C diisopropylethylammonium tetraphenylborate